methyl (3R)-6-(2-chloroethyl)-1,1-difluoro-5-azaspiro[2.4]heptane-6-carboxylate ClCCC1(NC[C@]2(CC2(F)F)C1)C(=O)OC